2-chloro-5-fluoro-4-methyl-pyrimidine ClC1=NC=C(C(=N1)C)F